OC1CN(C1)C(=O)OC1CCC(CC1)C(N(CC12CCC(CC1)(CC2)C2=CC(=C(C=C2)OC)C)C2=C(C(=CC=C2)C=2C=NN(C2)C(C)C)F)=O 4-((2-Fluoro-3-(1-isopropyl-1H-pyrazol-4-yl)phenyl)((4-(4-methoxy-3-methylphenyl)bicyclo[2.2.2]octan-1-yl)methyl)carbamoyl)cyclohexyl trans-3-hydroxyazetidine-1-carboxylate